C(CCCCCCCCC)(=O)OCCCCNCCO 4-(2-hydroxyethyl-amino)butyl n-decanoate